COC(CN(C1=NC2=CC=C(C=C2C(=C1)C1=CC=NC=C1)CCC1=NC=CC=C1)C)=O N-methyl-N-(6-(2-(pyridin-2-yl)ethyl)-4-(pyridin-4-yl)quinolin-2-yl)glycine methyl ester